NCC[SiH](C(OC)OC)CCCN (β-aminoethyl)-γ-aminopropyldimethoxymethylsilane